4-azido-3-(4-bromophenyl)-5-chloropyridine N(=[N+]=[N-])C1=C(C=NC=C1Cl)C1=CC=C(C=C1)Br